N-α-linolenoyl-phenylalanine C(CCCCCCC\C=C/C\C=C/C\C=C/CC)(=O)N[C@@H](CC1=CC=CC=C1)C(=O)O